5-chloro-N-(3-fluoro-4-{5-fluoro-2-[(2-methoxyethyl)amino]quinazolin-6-yl}pyridin-2-yl)-2-methoxypyridine-3-sulfonamide ClC=1C=C(C(=NC1)OC)S(=O)(=O)NC1=NC=CC(=C1F)C=1C(=C2C=NC(=NC2=CC1)NCCOC)F